C(C)(C)(C)OC(=O)N1CC(C1)N1CCN(CC1)C(=O)OCC1=CC=CC=C1 Benzyl 4-(1-(tert-butoxycarbonyl)azetidin-3-yl)piperazine-1-carboxylate